OC(C)C1=NN2C(C(N(CC2)C2=C(C=C(C=C2)C2=NC3=CC=C(C=C3C=N2)C(F)(F)F)C)=O)=C1C 2-(1-hydroxyethyl)-3-methyl-5-(2-methyl-4-(6-(trifluoromethyl)-quinazolin-2-yl)phenyl)-6,7-dihydropyrazolo[1,5-a]pyrazin-4(5H)-one